6-(1-methyl-1H-pyrazol-4-yl)-1H-indazole-3-carboxylic acid methyl ester COC(=O)C1=NNC2=CC(=CC=C12)C=1C=NN(C1)C